NC1CCCC1N 2,3-diaminocyclopentane